C1(=CC=C(C=C1)C1=NC(=NO1)C(F)(F)F)C 5-(p-tolyl)-3-(trifluoromethyl)-1,2,4-oxadiazole